C(C)(=O)OC1(CC(C1)O)C1=CC2=C(S1)C=C(C=C2)Br 1-(6-bromobenzo[b]thiophen-2-yl)-3-hydroxycyclobutyl acetate